ClC1=NN(C(C=C1C)=O)[C@H]1CC1C(=O)OC (S)-methyl 2-(3-chloro-4-methyl-6-oxopyridazin-1(6H)-yl)-3-cyclopropanecarboxylate